tert-butyl (2R,4S)-4-fluoro-2-((3-(2-((3-methoxy-1-methyl-1H-pyrazol-4-yl) amino) pyrimidin-4-yl)-1H-indol-7-yl) carbamoyl)-[1,3'-bipyrrolidine]-1'-Formate F[C@H]1C[C@@H](N(C1)C1CN(CC1)C(=O)OC(C)(C)C)C(NC=1C=CC=C2C(=CNC12)C1=NC(=NC=C1)NC=1C(=NN(C1)C)OC)=O